ethyl 2-(2-((5-(3-(aminomethyl)phenyl)-1-(pyridin-4-yl)-1H-indazol-3-yl)methoxy)phenyl)acetate NCC=1C=C(C=CC1)C=1C=C2C(=NN(C2=CC1)C1=CC=NC=C1)COC1=C(C=CC=C1)CC(=O)OCC